oleoxyethylene C(CCCCCCC\C=C/CCCCCCCC)OC=C